2-methyl-1-trifluoromethyl-propylamine CC(C(C(F)(F)F)N)C